(R or S)-5-(2-(3-(ethoxy-methyl)-1-(2-(6-methylpyridin-3-yl)propan-2-yl)pyrrolidin-3-yl)ethyl)-7-fluoro-thieno[3,4-b]pyrazine C(C)OC[C@]1(CN(CC1)C(C)(C)C=1C=NC(=CC1)C)CCC=1SC(=C2N=CC=NC21)F |o1:4|